(1R,2S,5S)-N-[cyano(phthalazin-1-yl)methyl]-3-[(2S)-4,4-difluoro-2-[(2,2,2-trifluoroacetyl)amino]butanoyl]-6,6-dimethyl-3-azabicyclo[3.1.0]hexane-2-carboxamide C(#N)C(NC(=O)[C@@H]1[C@H]2C([C@H]2CN1C([C@H](CC(F)F)NC(C(F)(F)F)=O)=O)(C)C)C1=NN=CC2=CC=CC=C12